BrCC(=O)C(C(=O)N(C)C1=CC=C(C=C1)OC)CC1=CC=CC=C1 2-(2-bromoacetyl)-N-(4-methoxyphenyl)-N-methyl-3-phenylpropanamide